3-((3-(4-(2-((tetrahydrofuran-3-yl)thio)phenoxy)-3-(trifluoromethyl)phenyl)-1,2,4-oxadiazol-5-yl)methyl)imidazolidine-2,4-dione O1CC(CC1)SC1=C(OC2=C(C=C(C=C2)C2=NOC(=N2)CN2C(NCC2=O)=O)C(F)(F)F)C=CC=C1